1-(3',5'-dichloro-5-((6-(4-methylpiperazin-1-yl)pyridin-3-yl)oxy)-[1,1'-biphenyl]-3-yl)-N-methyl-methylamine ClC=1C=C(C=C(C1)Cl)C1=CC(=CC(=C1)OC=1C=NC(=CC1)N1CCN(CC1)C)CNC